ClC=1C=C(C=CC1)CCN1C[C@H]([C@H](CC1)O)COC1=CC=C(C=C1)S(=O)(=O)C |r| rac-cis-1-(3-chlorophenyl-ethyl)-3-((4-(methylsulfonyl)phenoxy)methyl)piperidin-4-ol